2,2-Dimethyl-N-(6-(1-methyl-1H-pyrazol-4-yl)pyridin-2-yl)-6-(1-oxa-7-azaspiro[3.5]nonan-7-yl)-2,3-dihydrofuro[2,3-b]pyridine-5-carboxamide CC1(CC=2C(=NC(=C(C2)C(=O)NC2=NC(=CC=C2)C=2C=NN(C2)C)N2CCC3(CCO3)CC2)O1)C